C(CCCCCCCCCCCCCCCCC)OC1=NC(=NC(=N1)OCCCCCCCCCCCCCCCCCC)OCCCCCCCCCCCCCCCCCC 2,4,6-Tris(octadecyloxy)-1,3,5-triazine